O=S1(CCC(CC1)NC=1C2=C(N=C(N1)N1CC(C1)C1=CC=CC=C1)CC[S@]2=O)=O (5R)-N-(1,1-dioxothian-4-yl)-5-oxo-2-(3-phenylazetidin-1-yl)-6,7-dihydrothieno[3,2-d]pyrimidin-4-yl-amine